CCC(CCCC)C1OCC(O1)CO (2-(heptan-3-yl)-1,3-dioxolan-4-yl)methanol